2-(3,3-difluorocyclopentyl)-4-fluoro-1-isopropyl-6-(4,4,5,5-tetramethyl-1,3,2-dioxaborolan-2-yl)-1H-benzo[d]imidazole FC1(CC(CC1)C1=NC2=C(N1C(C)C)C=C(C=C2F)B2OC(C(O2)(C)C)(C)C)F